4-(6-chloro-2-((dimethylamino)methyl)pyridin-3-yl)-1,4-oxazepan-6-ol ClC1=CC=C(C(=N1)CN(C)C)N1CCOCC(C1)O